Decane-1,2-diyl diacrylate C(C=C)(=O)OCC(CCCCCCCC)OC(C=C)=O